C(C1=CC=CC=C1)(C1=CC=CC=C1)=NNC1=NC=CC(=C1)OCC N-(benzhydrylideneamino)-4-ethoxy-pyridin-2-amine